(1R,4R)-4-(((1-(2,6-dioxopiperidin-3-yl)-3-methyl-2-oxo-2,3-dihydro-1H-benzo[d]imidazol-5-yl)amino)methyl)cyclohexane-1-carboxylic acid benzyl ester C(C1=CC=CC=C1)OC(=O)C1CCC(CC1)CNC1=CC2=C(N(C(N2C)=O)C2C(NC(CC2)=O)=O)C=C1